8-(2,5-difluoro-4-methylbenzyl)imidazo[1,2-a]pyrazine-6-carboximidamide FC1=C(CC=2C=3N(C=C(N2)C(N)=N)C=CN3)C=C(C(=C1)C)F